2,4-di-O-benzyl-1-O-levulinyl-D-ribitol C(C1=CC=CC=C1)O[C@@H](COC(CCC(=O)C)=O)[C@H](O)[C@H](OCC1=CC=CC=C1)CO